(2S,3R)-3-[(dimethylsulfamoyl)amino]-4,4-difluoro-N,N-dimethyl-2-[(2,3',5'-trifluoro[1,1'-biphenyl]-3-yl)methyl]pyrrolidine-1-carboxamide CN(S(=O)(=O)N[C@@H]1[C@@H](N(CC1(F)F)C(=O)N(C)C)CC=1C(=C(C=CC1)C1=CC(=CC(=C1)F)F)F)C